C(CCCCCC(C)C)OC(C=1C(C(=O)OCCCCCCC(C)C)=CC(C(=O)OCCCCCCC(C)C)=CC1)=O trimellitic acid tri(isononyl) ester